N-(4-formylphenyl)acetamide tris(2,4-di-t-butyl-5-methylphenyl)phosphite (2R,3S,4S)-4-hydroxy-2-[(4-methoxyphenyl)methyl]pyrrolidin-3-yl-N-(azetidin-3-ylmethyl)carbamate O[C@@H]1[C@H]([C@H](NC1)CC1=CC=C(C=C1)OC)N(C(O)=O)CC1CNC1.C(C)(C)(C)C1=C(C=C(C(=C1)C(C)(C)C)C)OP(OC1=C(C=C(C(=C1)C)C(C)(C)C)C(C)(C)C)OC1=C(C=C(C(=C1)C)C(C)(C)C)C(C)(C)C.C(=O)C1=CC=C(C=C1)NC(C)=O